5-((3-(2,2-Difluoroethyl)pyridin-2-yl)methyl)-7-((1r,4r)-4-(2-fluoro-6-methylphenyl)cyclohexyl)-3-methylpyrido[2,3-b]pyrazin-6(5H)-one FC(CC=1C(=NC=CC1)CN1C(C(=CC=2C1=NC(=CN2)C)C2CCC(CC2)C2=C(C=CC=C2C)F)=O)F